C1(CCCC1)OCC1=C(C=CC(=C1)OC1OCCC(C1)C(=O)O)C1=C(C(=C(C(=C1)OC)C)OC)F ((2-((cyclopentyloxy)methyl)-2'-fluoro-3',5'-dimethoxy-4'-methyl-[1,1'-biphenyl]-4-yl)oxy)tetrahydro-2H-pyran-4-carboxylic acid